4-((1-(2-Chlorobenzyl)-1H-pyrazol-4-yl)methylene)-2-(naphthalen-2-yl)oxazol-5(4H)-one ClC1=C(CN2N=CC(=C2)C=C2N=C(OC2=O)C2=CC3=CC=CC=C3C=C2)C=CC=C1